O[C@]1(C(NC2=CC=C(C=C12)OC)=O)[C@@H]1C(C2=CC=CC=C2CC1)=O (R)-3-hydroxy-5-methoxy-3-((R)-1-oxo-1,2,3,4-tetrahydronaphthalen-2-yl)indolin-2-one